N-{4-[3-(2,4-Difluorophenyl)-5-methyl-4-oxo-4,5,6,7-tetrahydro-1H-pyrrolo[3,2-c]pyridin-2-yl]pyridin-2-yl}-2-(4-fluorophenyl)propanamid FC1=C(C=CC(=C1)F)C1=C(NC2=C1C(N(CC2)C)=O)C2=CC(=NC=C2)NC(C(C)C2=CC=C(C=C2)F)=O